N1(N=NC=C1)C1=CC2=C(C(=NO2)NS(=O)(=O)C2=C(C=CC(=C2)CC)OC)C=C1 N-(6-(1H-1,2,3-Triazol-1-yl)benzo[d]isoxazol-3-yl)-5-ethyl-2-methoxybenzenesulfonamide